1,3-bis-phosphoglycerate C(C(C(=O)OP(=O)(O)O)O)OP(=O)(O)O